7-chloro-3-hydroxy-6-(2'-hydroxy-[1,1'-biphenyl]-4-yl)quinolin-2(1H)-one ClC1=C(C=C2C=C(C(NC2=C1)=O)O)C1=CC=C(C=C1)C1=C(C=CC=C1)O